CC1(C(CC2=CC=CC=C12)NC1=CC=C(C=C1)[C@@H](C)N(C(=O)C1CCS(CC1)(=O)=O)C)C N-((1R)-1-(4-((1,1-dimethyl-2,3-dihydro-1H-inden-2-yl)amino)phenyl)ethyl)-N-methyltetrahydro-2H-thiopyran-4-carboxamide 1,1-dioxide